ClC=1C=C(C=C2C(N(C=NC12)C)=O)N[C@@]1(CN(CC1)C(=O)OC(C)(C)C)C1=C(C(=CC=C1F)Cl)Cl tert-butyl (R)-3-((8-chloro-3-methyl-4-oxo-3,4-dihydroquinazolin-6-yl)amino)-3-(2,3-dichloro-6-fluorophenyl)pyrrolidine-1-carboxylate